3-(7'-oxo-7',9'-dihydro-2'H,8'H-spiro[azetidine-3,3'-[1,4]dioxino[2,3-e]isoindol]-8'-yl)piperidine-2,6-dione O=C1N(CC2=C3C(=CC=C12)OC1(CO3)CNC1)C1C(NC(CC1)=O)=O